2-(2-isopropyl-4-methyl-pyrazol-3-yl)-9-[[4-[1-methyl-4-(trifluoromethyl)imidazol-2-yl]phenyl]methyl]purin-8-amine C(C)(C)N1N=CC(=C1C1=NC=C2N=C(N(C2=N1)CC1=CC=C(C=C1)C=1N(C=C(N1)C(F)(F)F)C)N)C